3-(8-(2-oxa-6-azaspiro[3.3]heptan-6-yl)-1,5-naphthyridin-2-yl)-N-benzylbenzenesulfonamide C1OCC12CN(C2)C=2C=CN=C1C=CC(=NC21)C=2C=C(C=CC2)S(=O)(=O)NCC2=CC=CC=C2